2-(dimethylamino)-1-(4-(5-methyl-6-(8-methyl-[1,2,4]triazolo[1,5-a]pyridin-6-yl)-1H-indazol-3-yl)piperidin-1-yl)ethan-1-one CN(CC(=O)N1CCC(CC1)C1=NNC2=CC(=C(C=C12)C)C=1C=C(C=2N(C1)N=CN2)C)C